FC(C1=CC(=CC=2N=COC21)C(=O)O)(F)F 7-(trifluoromethyl)benzo[d]Oxazole-5-carboxylic acid